C1(CC1)COC1=CC=C(N=N1)NC([C@H](C)N1C[C@@H](C(CC1)(F)F)C=1N=CC(NC1)=O)=O (S)-N-(6-(cyclopropyl-methoxy)pyridazin-3-yl)-2-((R)-4,4-difluoro-3-(5-oxo-4,5-dihydropyrazin-2-yl)piperidin-1-yl)propanamide